C1(CCC1)C=1C(=NN(C1C1=CC=C(C=C1)C(C)(C)O)C)NC(CC(C)(C)C)=O N-(4-cyclobutyl-5-(4-(2-hydroxy-prop-2-yl)phenyl)-1-methyl-1H-pyrazol-3-yl)-3,3-dimethylbutyramide